N-(6-hydrazineylpyridin-3-yl)methanesulfonamide N(N)C1=CC=C(C=N1)NS(=O)(=O)C